O1CCOC12CCC(CC2)C=2SC=C(N2)C(F)(F)F 2-(1,4-dioxaspiro[4.5]decan-8-yl)-4-(trifluoromethyl)thiazole